N1=CN=C(C=C1C=1C=C(C#N)C=C(C1)Cl)C1=NC=NC=C1 3-(4,4'-bipyrimidin-6-yl)-5-chlorobenzonitrile